CNC(=O)C1=NC=C(C=C1)O[C@H]1CNCC1 N-methyl-5-[(3R)-pyrrolidin-3-yloxy]pyridine-2-carboxamide